AMINOCARBOXYMUCONATE N\C(=C(/C(=O)[O-])\C(=O)O)\C=C\C(=O)[O-]